BrC1=C(C=CC=C1)N1C2=CC=C(C=C2C=2C=C(C=CC12)C)C N-(2-bromophenyl)-3,6-dimethylcarbazole